3-(4-(2-hydroxy-4-(trifluoromethyl)phenyl)-1H-imidazol-1-yl)-N-methyl-4-(methylamino)benzamide OC1=C(C=CC(=C1)C(F)(F)F)C=1N=CN(C1)C=1C=C(C(=O)NC)C=CC1NC